[N+](=O)([O-])C1=CC=C(OC(=O)OC2CCN(CC2)C(=O)OC(C)(C)C)C=C1 tert-butyl 4-(((4-nitrophenoxy) carbonyl)oxy)piperidine-1-carboxylate